ethyl 3-(4-methylthiophen-3-yl)propanoate CC=1C(=CSC1)CCC(=O)OCC